tert-butyl N-(4-{N-[8-({[(4-methoxyphenyl)methoxy]carbonyl}amino)-8-methylnonyl]-2-nitrobenzenesulfonamido}-2-methylbutan-2-yl)carbamate carbamate C(N)(O)=O.COC1=CC=C(C=C1)COC(=O)NC(CCCCCCCN(S(=O)(=O)C1=C(C=CC=C1)[N+](=O)[O-])CCC(C)(C)NC(OC(C)(C)C)=O)(C)C